N-(2-chloro-5-(4,4,5,5-tetramethyl-1,3,2-dioxaborolan-2-yl)pyridin-3-yl)pyridine-4-sulfonamide ClC1=NC=C(C=C1NS(=O)(=O)C1=CC=NC=C1)B1OC(C(O1)(C)C)(C)C